CC=1OC(=CC1CC)C1=CC=CC=C1 2-methyl-3-ethyl-5-phenylfuran